(3Z)-6-hydroxy-3-hexenylbenzyloxy methyl ether COOCC1=CC(=CC=C1O)C=CCCCC